4-mercapto-4-methylpentanoic acid SC(CCC(=O)O)(C)C